FC(C1=CC=2CN(CC3N(C2N=C1)CCNC3)C#N)(F)F 3-(trifluoromethyl)-7,7a,8,9,10,11-hexahydropyrazino[1,2-a]pyrido[3,2-f][1,4]diazepine-6(5H)-carbonitrile